4-(3,5-bis(trifluoromethyl)phenyl)piperidine hydrochloride Cl.FC(C=1C=C(C=C(C1)C(F)(F)F)C1CCNCC1)(F)F